ClC=1C=CC(=NC1)[C@@H]1OC2=C(OC1)C=CC=C2C2CCN(CC2)CC2=NC=1C(=NC(=CC1)C(=O)O)N2CC2(CC2)CF (S)-2-((4-(3-(5-chloropyridin-2-yl)-2,3-dihydrobenzo[b][1,4]Dioxin-5-yl)piperidin-1-yl)methyl)-3-((1-(fluoromethyl)cyclopropyl)methyl)-3H-imidazo[4,5-b]pyridine-5-carboxylic acid